C(C1=CC=CC=C1)(=O)C1=CC=C(CN2CC=C(C=C2)C2=CC=C(C=C2)N(C2=CC=CC=C2)C2=CC=C(C=C2)C=O)C=C1 1-(4-benzoylbenzyl)-4-(4-((4-formylphenyl)(phenyl)amino)phenyl)pyridine